3-(4-((1E,3E)-4-(5,6-dimethoxybenzo[d]thiazole-2-yl)buta-1,3-dienyl)phenyl-amino)propanol COC=1C(=CC2=C(N=C(S2)/C=C/C=C/C2=CC=C(C=C2)NCCCO)C1)OC